CC1=CC=CC(=N1)C1=C(N=CN1)C=1C=C2C=C(C=NC2=CC1)N1CCC(CC1)C(=O)O[C@H]1CN(CC1)C [(3R)-1-methylpyrrolidin-3-yl] 1-[6-[5-(6-methyl-2-pyridyl)-1H-imidazol-4-yl]-3-quinolyl]piperidine-4-carboxylate